F[Si](O[Si](C(F)(F)F)(C(F)(F)F)C(F)(F)F)(C(C(C(C(C(C(C(C(F)(F)F)(F)F)(F)F)(F)F)(F)F)(F)F)(F)F)(F)F)F perfluorooctyltrimethylsiloxysilane